C(C=C)(=O)N1CC(C1)(F)CN1C2=C(N(C(C1=O)=O)C=1C(=NC=CC1C)C(C)C)N=C(C(=C2)Cl)C2=C(C(=CC=C2F)C)O 1-((1-acryloyl-3-fluoroazetidin-3-yl)methyl)-7-chloro-6-(6-fluoro-2-hydroxy-3-methylphenyl)-4-(2-isopropyl-4-methylpyridin-3-yl)-1,4-dihydropyrido[2,3-b]pyrazine-2,3-dione